5-((7-morpholino-5-(2-(1-(m-tolyl)ethylidene)hydrazinyl)-3H-imidazo[4,5-b]pyridin-3-yl)methyl)tetrahydropyrimidin-2(1H)-one O1CCN(CC1)C1=C2C(=NC(=C1)NN=C(C)C=1C=C(C=CC1)C)N(C=N2)CC2CNC(NC2)=O